O(C1=CC=CC=C1)C1=CC=2C(=C3C(=NC2C=C1)CCC3)N 7-phenoxy-1H,2H,3H-cyclopenta[b]quinoline-9-amine